CN(C)CC1C(C(N(C1)C=1C=C2C(=NC=NC2=CC1)NC1=CC(=C(C=C1)OC1=CC=2N(C=C1)N=CN2)C)=O)=C 4-[(dimethylamino)methyl]-1-{4-[(3-methyl-4-{[1,2,4]triazolo[1,5-a]pyridin-7-yloxy}phenyl)amino]quinazolin-6-yl}-3-methylidenepyrrolidin-2-one